1-Ethyl-1-methylpyrrolidin-1-ium bromide [Br-].C(C)[N+]1(CCCC1)C